2-amino-4-tert-butyl-6-cumylphenol NC1=C(C(=CC(=C1)C(C)(C)C)C(C)(C)C1=CC=CC=C1)O